S(=O)(=O)([O-])C1=CC=C(C)C=C1.CN1C(=[N+](C=C1)C)C 1,2,3-trimethylimidazolium tosylate